2-((2-((4-(4-((4-((2,6-dioxopiperidin-3-yl)amino)benzyl)(methyl)amino)piperidin-1-yl)-2-methoxyphenyl)amino)-5-(trifluoromethyl)pyridin-4-yl)amino)-N-methylbenzamide O=C1NC(CCC1NC1=CC=C(CN(C2CCN(CC2)C2=CC(=C(C=C2)NC2=NC=C(C(=C2)NC2=C(C(=O)NC)C=CC=C2)C(F)(F)F)OC)C)C=C1)=O